C(C(=C)C)(=O)OC(CC(C)C)CC(C)C 2,6-dimethyl-4-heptyl methacrylate